[(3S)-3-(4H-1,2,4-Triazol-3-yl)pyrrolidin-1-yl]-[4-[[6-(trifluoromethyl)-3-pyridyl]oxymethyl]-1-piperidyl]methanone N=1N=C(NC1)[C@@H]1CN(CC1)C(=O)N1CCC(CC1)COC=1C=NC(=CC1)C(F)(F)F